ClC=1C(=C(C#N)C=C(C1)OC1=CC=C(C=C1)C=1C=C2C=NC(=NC2=CC1)Cl)OCCCl 3-chloro-2-(2-chloroethoxy)-5-(4-(2-chloroquinazolin-6-yl)phenoxy)benzonitrile